FC=1C=C(C(=NC1)C=1C=2N(C(=CC1)CCC(=O)O)C=CN2)C(F)(F)F 3-(8-(5-fluoro-3-(trifluoromethyl)pyridin-2-yl)imidazo[1,2-a]pyridin-5-yl)propionic acid